O=C1NC(CCC1N1C(C2=CC=C(C=C2C1)C(=O)N[C@@H](C(F)(F)F)C1CCC(CC1)C(F)(F)F)=O)=O 2-(2,6-dioxopiperidin-3-yl)-1-oxo-N-((1R)-2,2,2-trifluoro-1-(4-(trifluoromethyl)cyclohexyl)ethyl)isoindoline-5-carboxamide